3-bromo-4-iodo-N,5-dimethyl-2-nitroaniline BrC=1C(=C(NC)C=C(C1I)C)[N+](=O)[O-]